(S)-N-((S)-1-Cyano-2-((S)-2-oxopyrrolidin-3-yl)ethyl)-2-(4-methoxy-1H-indole-2-carbonyl)-2-azabicyclo[2.2.2]octane-3-carboxamide C(#N)[C@H](C[C@H]1C(NCC1)=O)NC(=O)[C@H]1N(C2CCC1CC2)C(=O)C=2NC1=CC=CC(=C1C2)OC